C(C1=CC=CC=C1)C(C(C1=CC=C(C=C1)SC)(C)C)(C)N1CCOCC1 benzyl-dimethyl-1-[4-(methylthio)phenyl]-2-morpholinopropane